NC1=CC(=C(C=C1)C(=O)N1CCN(CC1)C1CC1)F (4-amino-2-fluorophenyl)(4-cyclopropylpiperazin-1-yl)methanone